ClC=1C=C2C(=NC=NC2=C(C1C1=C(C=CC=C1C)Cl)F)N1CCN(CC1)C(C=C)=O 1-(4-(6-chloro-7-(2-chloro-6-methylphenyl)-8-fluoroquinazolin-4-yl)piperazin-1-yl)prop-2-en-1-one